FC=1C=C(C=CC1F)C1=NN=C(O1)C(=O)N1[C@H](C2=C(CC1)NC=N2)C2=NN1C(C=CC=C1)=C2 (R)-(5-(3,4-difluorophenyl)-1,3,4-oxadiazol-2-yl)(4-(pyrazolo[1,5-a]pyridin-2-yl)-6,7-dihydro-1H-imidazo[4,5-c]pyridin-5(4H)-yl)methanone